3-Methyl-2-(3-(trifluoromethyl)-7,8-dihydro-1,6-naphthyridin-6(5H)-yl)-6,7-dihydro-5H-cyclopenta[b]pyridin-5-one CC=1C=C2C(=NC1N1CC=3C=C(C=NC3CC1)C(F)(F)F)CCC2=O